N-(5-fluoropyrimidin-2-yl)-5-isopropyl-1-methyl-2-oxo-6,7-dihydro-5H-cyclopenta[b]pyridine-3-carboxamide FC=1C=NC(=NC1)NC(=O)C1=CC2=C(N(C1=O)C)CCC2C(C)C